N-{5-[2-methoxy-5-(prop-2-yl)phenyl]-1-trityl-1H-indazol-3-yl}-1-methylpiperidine-4-carboxamide COC1=C(C=C(C=C1)C(C)C)C=1C=C2C(=NN(C2=CC1)C(C1=CC=CC=C1)(C1=CC=CC=C1)C1=CC=CC=C1)NC(=O)C1CCN(CC1)C